3,3'-(((((2-(2-carboxy-2-(pyrrolidin-3-yl)ethyl)benzofuran-7-yl)methyl)azanediyl)bis(methylene))bis(3,1-phenylene))bis(2-(pyrrolidin-3-yl)propanoic acid) C(=O)(O)C(CC=1OC2=C(C1)C=CC=C2CN(CC=2C=C(C=CC2)CC(C(=O)O)C2CNCC2)CC=2C=C(C=CC2)CC(C(=O)O)C2CNCC2)C2CNCC2